C(C)(C)(C)OC(=O)N(CC(=O)OCC1=CC=CC=C1)C benzyl N-(tert-butoxycarbonyl)-N-methylglycinate